8-oxo-octanamide O=CCCCCCCC(=O)N